FC=1C=C(C=NC1)C1=CC(=NC(=C1)C([2H])([2H])[2H])C1=NOC(=N1)C1=NC=C(C=C1)F 3-(5-fluoro-6'-(methyl-d3)-[3,4'-bipyridin]-2'-yl)-5-(5-fluoropyridin-2-yl)-1,2,4-oxadiazole